C(#N)C1(CC=C(C=C1)C#N)C1=C(C=CC=C1)C(C)(C)C 1,4-dicyanophenyl-2-tert-butylbenzene